ClC1=CC=C(C=C1)C1CCC(CC1)C(C)=O 4-(4-chlorophenyl)-cyclohexanyl-ethanone